tris(trimethylsiloxy)silyl-propyl-carbamic acid C[Si](O[Si](O[Si](C)(C)C)(O[Si](C)(C)C)N(C(O)=O)CCC)(C)C